1-ethyl-3-((S)-1,1,1,5,5,5-hexafluoropentan-2-yl)-1-((S)-2,2,2-trifluoro-1-(5-methoxy-4-(8-methoxyimidazo[1,2-a]pyridin-6-yl)pyridin-2-yl)ethyl)urea C(C)N(C(=O)N[C@H](C(F)(F)F)CCC(F)(F)F)[C@H](C(F)(F)F)C1=NC=C(C(=C1)C=1C=C(C=2N(C1)C=CN2)OC)OC